N1,N3-dimethylpyrrolidine-1,3-dicarboxamide CNC(=O)N1CC(CC1)C(=O)NC